3-(2-{cyclooctyl-[(2-ethylpyrazole-3-carbonyl)amino]methyl}-4-fluoro-1H-benzimidazol-5-yl)pyridine-4-carboxylic acid ethyl ester C(C)OC(=O)C1=C(C=NC=C1)C1=C(C2=C(NC(=N2)C(NC(=O)C=2N(N=CC2)CC)C2CCCCCCC2)C=C1)F